(2S,4S)-4-fluoro-1-[2-[(3S)-3-[methyl-[8-(trifluoromethyl)-5-quinolinyl]amino]pyrrolidin-1-yl]acetyl]pyrrolidine-2-carbonitrile F[C@H]1C[C@H](N(C1)C(CN1C[C@H](CC1)N(C1=C2C=CC=NC2=C(C=C1)C(F)(F)F)C)=O)C#N